[(4-hydroxyphenyl)(pyridin-2-yl)methyl]phenyl-sodium sulfate S(=O)(=O)(O)O.OC1=CC=C(C=C1)C(C1=NC=CC=C1)C1=C(C=CC=C1)[Na]